CN([C@@H](CC(=O)OC)C)CC\C=C\B1OC(C(O1)(C)C)(C)C Methyl (3R)-3-[methyl-[(E)-4-(4,4,5,5-tetramethyl-1,3,2-dioxaborolan-2-yl)but-3-enyl]amino]butanoate